Cl.CC1=C(CC2(CCNCC2)O)C=CC=C1 4-(2-methylbenzyl)piperidin-4-ol hydrochloride